(1-Benzylpiperidin-4-yl)-N-(2,4-dimethylphenyl)propanamide C(C1=CC=CC=C1)N1CCC(CC1)C(C(=O)NC1=C(C=C(C=C1)C)C)C